C1=C(C=CC2=CC=CC=C12)C1=CC=C(C=C1)NC1=CC2=C(N=C(O2)C2=CC=CC=C2)C=C1 N-(4-naphthalen-2-yl-phenyl)-N-(2-phenyl-benzooxazol-6-yl)-amine